di-tert-butyl (3-(1-(4-chlorobenzyl)-2-oxo-1,2-dihydropyridin-4-yl)-5-morpholino-1H-pyrrolo[2,3-b]pyridin-1-yl)methyl phosphate P(=O)(OC(C)(C)C)(OC(C)(C)C)OCN1C=C(C=2C1=NC=C(C2)N2CCOCC2)C2=CC(N(C=C2)CC2=CC=C(C=C2)Cl)=O